4-Cyclobutylaminobutan C1(CCC1)NCCCC